(S)-tert-butyl 5-amino-4-(4-((4-((4-(4-cyano-2-fluorophenyl) piperazin-1-yl)methyl)benzyl)oxy)-1-oxoisoindolin-2-yl)-5-oxopentanoate NC([C@H](CCC(=O)OC(C)(C)C)N1C(C2=CC=CC(=C2C1)OCC1=CC=C(C=C1)CN1CCN(CC1)C1=C(C=C(C=C1)C#N)F)=O)=O